BrCC(=O)C=1C=C(CC(=O)OC(C)(C)C)C=CC1 Tert-butyl (3-(2-bromoacetyl)benzyl)formate